CN1N=C2C(=C1C1=CC=CC=C1)C[C@H]1CCC[C@@H]2N1C(=O)C=1C=C2C=NC=NC2=CC1 |r| racemic-((5R,9S)-2-Methyl-3-phenyl-4,5,6,7,8,9-hexahydro-2H-5,9-epiminocycloocta[c]pyrazol-10-yl)(quinazolin-6-yl)methanone